amino-4-((1-((2R,3S,4S,5R)-3,4-dihydroxy-5-(hydroxymethyl)tetrahydrofuran-2-yl)-2-oxo-1,2-dihydropyrimidin-4-yl)amino)-4-oxobutanoic acid NC(C(=O)O)CC(=O)NC1=NC(N(C=C1)[C@@H]1O[C@@H]([C@H]([C@@H]1O)O)CO)=O